3-(5-bromo-4-chloropyridin-2-yl)-6-((5-fluoro-6-methoxypyridin-3-yl)methyl)-3,6-diazabicyclo[3.1.1]heptaneN BrC=1C(=CC(=NC1)N1C=C2N(C(C1)C2)CC=2C=NC(=C(C2)F)OC)Cl